FC(S(=O)(=O)O)(F)F.[Pb] lead trifluoromethanesulfonic acid